N(CC1=NC=C(C(=O)N(C[C@@H]([C@H]([C@@H]([C@@H](CO)O)O)O)O)C)C=C1)(CC1=NC=C(C(=O)N(C)C[C@@H]([C@H]([C@@H]([C@@H](CO)O)O)O)O)C=C1)CC1=NC=C(C(=O)N(C)C[C@@H]([C@H]([C@@H]([C@@H](CO)O)O)O)O)C=C1 85-6,6',6''-(nitrilotris(methylene))tris(N-methyl-N-((2S,3R,4R,5R)-2,3,4,5,6-pentahydroxyhexyl)nicotinamide)